(3s,4s)-4-amino-1-(5-(7-((1-methylpiperidin-4-yl)methoxy)-1,6-naphthyridin-5-yl)pyridin-2-yl)piperidin-3-ol N[C@@H]1[C@H](CN(CC1)C1=NC=C(C=C1)C1=C2C=CC=NC2=CC(=N1)OCC1CCN(CC1)C)O